ClC(CCCC(OCCC)OC(CCCC(C)Cl)OCCC)C 4-chloropentylpropoxymethyl ether